tert-butyl (3R)-3-[(2S)-3-(3-bromophenyl)-1-(tert-butoxy)-1-oxo(3,3-2H2)propan-2-yl]pyrrolidine-1-carboxylate BrC=1C=C(C=CC1)C([C@H](C(=O)OC(C)(C)C)[C@@H]1CN(CC1)C(=O)OC(C)(C)C)([2H])[2H]